ClC1=CC(=C(C=N1)C1=NC=C(C=C1F)CN1CCCCC1)F 6'-Chloro-3,4'-difluoro-5-(piperidin-1-ylmethyl)-2,3'-bipyridine